1,S-bis(4,4',4''-trichlorotrityl)-1,2,4-triazole-3-thiol ClC1=CC=C(C(C2=CC=C(C=C2)Cl)(C2=CC=C(C=C2)Cl)N2N=C(N=C2)SC(C2=CC=C(C=C2)Cl)(C2=CC=C(C=C2)Cl)C2=CC=C(C=C2)Cl)C=C1